ClC1=C(C(=O)N2CCC(CC2)NC(=O)[C@H]2NC[C@@H](C2)O)C=CC(=C1)NC=1C=2N(C=CN1)C(=CN2)C=2C(=NNC2)C(F)(F)F (2S,4R)-N-[1-[2-chloro-4-[[3-[3-(trifluoromethyl)-1H-pyrazol-4-yl]imidazo[1,2-a]pyrazin-8-yl]amino]benzoyl]piperidin-4-yl]-4-hydroxypyrrolidine-2-carboxamide